4-(1-(pent-3-yl)-1H-pyrazol-4-yl)-6-(1-((tetrahydro-2H-pyran-4-yl)methyl)-1H-pyrazol-4-yl)pyrazolo[1,5-a]pyrazine CCC(CC)N1N=CC(=C1)C=1C=2N(C=C(N1)C=1C=NN(C1)CC1CCOCC1)N=CC2